FC=1C=CC2=C(SC(=C2)B(O)O)C1 6-FLUOROBENZO[B]THIEN-2-YL-BORONIC ACID